FC1=CC=C(C=C1)N(C(=O)[C@H]1N(CC[C@H]1O)C(=O)OC(C)(C)C)C tert-butyl (2S,3R)-2-[(4-fluorophenyl)(methyl)carbamoyl]-3-hydroxypyrrolidine-1-carboxylate